3-(3-(4-bromo-2H-1,2,3-triazol-2-yl)phenyl)-3-hydroxy-1-methylpyrrolidin-2-one BrC1=NN(N=C1)C=1C=C(C=CC1)C1(C(N(CC1)C)=O)O